4-(2-chloropyridin-4-yl)-N-(3-fluoro-4-(methylsulfonyl)phenyl)thiazol-2-amine ClC1=NC=CC(=C1)C=1N=C(SC1)NC1=CC(=C(C=C1)S(=O)(=O)C)F